FC1=CC=C(C=C1)C(=C1CCN(CC1)CCC=1N=NN(C1)S(=O)(=O)C1=CC2=C(OC(O2)(F)F)C=C1)C1=CC=C(C=C1)F 4-(Bis(4-fluorophenyl)methylene)-1-(2-(1-((2,2-difluorobenzo[d][1,3]dioxol-5-yl)sulfonyl)-1H-1,2,3-triazol-4-yl)ethyl)piperidine